ClC1=C(C=CC=C1)[C@@H]1[C@H](CCC(C1)(C)C)C(=O)OC |r| rac-methyl (1S,2S)-2-(2-chlorophenyl)-4,4-dimethylcyclohexane-1-carboxylate